NC1=C(C=C(C=C1)F)C(CC)=O 1-(2-amino-5-fluorophenyl)propan-1-one